C1(CC1)C1=NN(C=C1C1=NC=CC(=C1)NC1CCNCC1)[C@@H]1C[C@H](C1)CNC=1C=C2C(N(C(C2=CC1)=O)C1C(NC(CC1)=O)=O)=O 5-(((trans-3-(3-cyclopropyl-4-(4-(piperidin-4-ylamino)pyridin-2-yl)-1H-pyrazol-1-yl)cyclobutyl)methyl)amino)-2-(2,6-dioxopiperidin-3-yl)isoindoline-1,3-dione